OC1=C(C(=CC(=C1C(=O)N(C)C)CCCCC)O)C1CCCC(=C1)C 2,6-dihydroxy-N,N,5'-trimethyl-4-pentyl-1',2',3',4'-tetrahydro-[1,1'-biphenyl]-3-carboxamide